C1(=CC=CC=C1)C(C(C(=O)OI=O)O)C(=O)[O-] iodosyl benzeneMalate